C1(CC1)C=1C=C(C=NC1)[C@@H]1OCC[C@H]1N |r| [rac-(2S,3R)-2-(5-cyclopropyl-3-pyridyl)tetrahydrofuran-3-yl]amine